CN1CC(CC1)OC1=CC=C(C=C1)NC1=NC2=CC=CC=C2C=N1 2-((4-((1-methylpyrrolidin-3-yl)oxy)phenyl)amino)quinazolin